CN1C=C(C2=CC=CC=C12)C=CCCC 1-methyl-3-(pent-1-en-1-yl)-1H-indole